(R)-7-Fluoro-2,3,3a,4-tetrahydro-1H-benzo[b]pyrrolo[1,2-d][1,4]oxazine-9-carbonitrile FC=1C=C(C2=C(OC[C@@H]3N2CCC3)C1)C#N